C(C)OC(CCC1=C(C=CC(=C1)NC(=O)OC(C)(C)C)C)=O 3-(5-((tert-Butoxycarbonyl)amino)-2-methylphenyl)propanoic acid ethyl ester